C1(CC1)CN[C@H]1[C@@H](C1)C=1C=C(SC1C)C(=O)NC1CCOCC1 4-(trans-2-((cyclopropylmethyl)amino)-cyclopropyl)-5-methyl-N-(tetrahydro-2H-pyran-4-yl)thiophene-2-carboxamide